tert-butyl (S,E)-2-((3-(7-(dimethylamino)-2-((dimethylcarbamoyl)oxy)-7-oxohept-5-enamido)-2-oxopyridin-1(2H)-yl)methyl)-5,6-difluoro-4-neopentyl-1H-benzo[d]imidazole-1-carboxylate CN(C(/C=C/CC[C@@H](C(=O)NC=1C(N(C=CC1)CC1=NC2=C(N1C(=O)OC(C)(C)C)C=C(C(=C2CC(C)(C)C)F)F)=O)OC(N(C)C)=O)=O)C